4-[(S)-3-(2-chloro-4-methylsulfanyl-methoxy-phenyl)-[1,4]oxazepan-4-yl]-6-methyl-pyrimidin-2-ylamine ClC1=C(C=CC(=C1OC)SC)[C@H]1COCCCN1C1=NC(=NC(=C1)C)N